BrC1=NN2C(NC(=CC2=O)C2CC2)=N1 2-bromo-5-cyclopropyl-[1,2,4]triazolo[1,5-a]pyrimidin-7(4H)-one